OC1(CC(C1)CNC=1OC=2C(=NC(=CC2)C2=C(C=C(C=C2C)C(F)(F)F)O)N1)C trans-2-[2-[(3-hydroxy-3-methyl-cyclobutyl)methylamino]oxazolo[4,5-b]pyridin-5-yl]-3-methyl-5-(trifluoromethyl)phenol